2-((4-chloro-3-methoxypyridin-2-yl)methyl)isoindole-1,3-dione ClC1=C(C(=NC=C1)CN1C(C2=CC=CC=C2C1=O)=O)OC